FC1=C(N=CC2=C1N=C(N=C2N2CCOCC(C2)S(=O)(=O)C)OCC21CCCN1CCC2)C2=CC=CC1=CC=CC(=C21)F 4-(8-fluoro-7-(8-fluoronaphthalen-1-yl)-2-((hexahydro-1H-pyrrolizin-7a-yl)methoxy)pyrido[4,3-d]pyrimidin-4-yl)-6-(methylsulfonyl)-1,4-oxazepan